C(C1=CC=CC=C1)OC1=C2C(=CC(=NC2=C(C=C1C)C)C=1OC2=C(C1C)C=CC=C2)C(=O)O 5-(benzyloxy)-6,8-dimethyl-2-(3-methyl-1-benzofuran-2-yl)quinoline-4-carboxylic acid